C(C)O[SiH2]CCCC1([SiH](CCC1)OCC)CCC[SiH2]OCC bis(3-ethoxysilylpropyl)-[-]-(2-ethoxy-2-sila-2-azacyclopentane)